FC1(CC1)C1=NOC(=C1)C[C@@H]1[C@@H]([C@H]([C@H]([C@H](O1)CO)O)N1N=NC(=C1)C1=CC(=C(C(=C1)F)F)F)OC (2R,3R,4S,5R,6R)-6-((3-(1-fluorocyclopropyl)isoxazol-5-yl)methyl)-2-(hydroxymethyl)-5-methoxy-4-(4-(3,4,5-trifluorophenyl)-1H-1,2,3-triazol-1-yl)tetrahydro-2H-pyran-3-ol